C(C1=CC=CC=C1)OC(=O)N1C[C@H](CC1)C1=NC(=C2N1C=CN=C2Cl)Br (S)-3-(1-bromo-8-chloroimidazo[1,5-a]pyrazin-3-yl)pyrrolidine-1-carboxylic acid benzyl ester